3-((7-(6-chloro-4-methyl-3-(piperidin-3-ylamino)pyridin-2-yl)thieno[3,2-b]pyridin-2-yl)methyl)-6,6-dimethyl-3-azabicyclo[3.1.0]hexane-2,4-dione ClC1=CC(=C(C(=N1)C1=C2C(=NC=C1)C=C(S2)CN2C(C1C(C1C2=O)(C)C)=O)NC2CNCCC2)C